OCC(C)(C)COC(CCCCOC(CCCCCCC)=O)=O 2-(hydroxymethyl)-2-({[5-(octanoyloxy)pentanoyl]oxy}methyl)propane